Methyl 5-bromo-6-[4-(trifluoromethyl)phenoxy]pyridine-3-carboxylate BrC=1C=C(C=NC1OC1=CC=C(C=C1)C(F)(F)F)C(=O)OC